bromo(cyclopropylmethyl)zinc Br[Zn]CC1CC1